[Si](C)(C)(C(C)(C)C)OCCOC1=NC=C(C=C1)[N+](=O)[O-] 2-(2-((tert-butyldimethylsilyl)oxy)ethoxy)-5-nitropyridine